P[NH3+].[NH4+] ammonium phosphinoammonium salt